1-bromo-4-chloro-2-fluoro-5-(methoxymethyl)benzene BrC1=C(C=C(C(=C1)COC)Cl)F